N1([C@@H](C[C@@H](C1)C(=O)OC(C)(C)C)C(=O)OC(C)(C)C)C(=O)OCC1=CC=CC=C1 1-benzyl 2,4-di-tert-butyl (2S,4S)-pyrrolidine-1,2,4-tricarboxylate